NCCOCCOCCN(C(=O)[C@@H]1CN(CCC1)C1=CN=CC2=CC=CC=C12)C=1C=CC(N(C1)CC(=O)OC)=O Methyl (S)-2-(5-(N-(2-(2-(2-aminoethoxy)ethoxy)ethyl)-1-(isoquinolin-4-yl)piperidine-3-carboxamido)-2-oxopyridin-1(2H)-yl)acetate